FC=1C=C(C=NC1)CN1C[C@H](CCC1)C=1NC(N(N1)C1=CC=C(C=C1)OC)=O (s)-5-(1-((5-fluoropyridin-3-yl)methyl)piperidin-3-yl)-2-(4-methoxyphenyl)-2,4-dihydro-3H-1,2,4-triazol-3-one